2-(isoindolin-2-ylmethyl)-6-methoxy-3H-quinazolin-4-one C1N(CC2=CC=CC=C12)CC1=NC2=CC=C(C=C2C(N1)=O)OC